isopropyltoluene CC1=CC=C(C=C1)C(C)C